2,3-dichloro-6-carboxychloroquinoxaline ClC1=NC2=CC=C(C(=C2N=C1Cl)Cl)C(=O)O